ethyl 5-methyl-4-((2-(trimethylsilyl) ethoxy) methyl)-4H-imidazo[4,5-d]thiazole-2-carboxylate CC1=NC2=C(N=C(S2)C(=O)OCC)N1COCC[Si](C)(C)C